BrC1=CN=C(C=2C=CC(=NC12)C1=C(C=CC=C1C)F)N 8-Bromo-2-(2-fluoro-6-methylphenyl)-1,6-naphthyridin-5-amine